[N+](=[N-])=C1CC(=CC=C1)CC(=O)O 3-diazo-2-phenylacetic acid